N1(N=NC2=C1N=CC=C2)OC(=[N+](C)C)N(C)C O-(7-azabenzotriazol-1-yl)-N,N,N',N'-tetramethyluronium